N-((2-(6-(4,7-diazaspiro[2.5]octan-7-yl)pyridin-2-yl)-1,6-naphthyridin-7-yl)methyl)-5-((2-hydroxyethyl)sulfonyl)nicotinamide C1CC12NCCN(C2)C2=CC=CC(=N2)C2=NC1=CC(=NC=C1C=C2)CNC(C2=CN=CC(=C2)S(=O)(=O)CCO)=O